CC(/C=C/B(O)O)(C)C (E)-(3,3-dimethylbut-1-en-1-yl)boronic acid